5-(1-cyclohexyl-1H-pyrazol-4-yl)-3-(5-phenylfuran-2-yl)pyridin-2-amine C1(CCCCC1)N1N=CC(=C1)C=1C=C(C(=NC1)N)C=1OC(=CC1)C1=CC=CC=C1